NCCN(C(OC(C)(C)C)=O)C tert-butyl (2-aminoethyl)methylcarbamate